2-(1-(3-chlorophenyl)-1H-pyrazol-4-yl)-N-(3-(2-fluorocyclopropyl)-1H-pyrazol-5-yl)propanamide ClC=1C=C(C=CC1)N1N=CC(=C1)C(C(=O)NC1=CC(=NN1)C1C(C1)F)C